ClC=1C=C(OCC(=O)NS(=O)(=O)C)C=C(C1CC1=CC(=C(C=C1)O)C=1C=NSC1)Cl 2-[3,5-dichloro-4-[(4-hydroxy-3-isothiazol-4-yl-phenyl)methyl]phenoxy]-N-methylsulfonyl-acetamide